C1(CCCCC1)P(C1=C(C=CC=C1)C1=C(C=C(C=C1C(C)C)C(C)C)C(C)C)C1CCCCC1 dicyclohexyl[2',4',6'-tri(propan-2-yl)biphenyl-2-yl]phosphane